CC1=CN=C(S1)C=1C=C(C(=O)N[C@H](C)C=2C=NC(=CC2)C(F)(F)F)C=C(C1)OC[C@H]1CNCCO1 3-(5-methyl-1,3-thiazol-2-yl)-5-[(2R)-morpholin-2-ylmethoxy]-N-{(1R)-1-[6-(trifluoromethyl)pyridin-3-yl]ethyl}benzamide